N-[(3β,5α)-20-Oxopregnan-3-yl]methanesulfonamide O=C(C)[C@H]1CC[C@H]2[C@@H]3CC[C@H]4C[C@H](CC[C@]4(C)[C@H]3CC[C@]12C)NS(=O)(=O)C